C(C)OC(=O)C1=NC(=C(N=C1N1CCC2(CC1)[C@@H](C1=C(C=CC=C1C2)C#N)N)C)C2=C(C(=CC=C2)Cl)Cl (S)-3-(1-amino-7-cyano-1,3-dihydrospiro[indene-2,4'-piperidin]-1'-yl)-6-(2,3-dichlorophenyl)-5-methylpyrazine-2-carboxylic acid ethyl ester